C1(=CC=CC=C1)N1CN=NC1 4-phenyl-1,2,4-triazoline